C1(CCC1)OC1=CC=C2C(NN=C(C2=C1)CC=1C=CC(=C(C(=O)N2CCN(CC2)C2=NC(=C(C#N)C=C2)OC)C1)F)=O 6-(4-(5-((7-cyclobutoxy-4-oxo-3,4-dihydrophthalazin-1-yl)methyl)-2-fluorobenzoyl)piperazin-1-yl)-2-methoxynicotinonitrile